FC(C=1OC(=NN1)C1=CC=C(C=C1)CN1N=C(N=N1)C1=CC(=C(C=C1)OC)OC)F 2-(difluoromethyl)-5-(4-((5-(3,4-dimethoxyphenyl)-2H-tetrazol-2-yl)methyl)phenyl)-1,3,4-oxadiazole